N-((1H-benzo[d]imidazol-6-yl)methyl)-N-(3-methoxybenzyl)-4-((4-methylpiperazin-1-yl)methyl)aniline N1C=NC2=C1C=C(C=C2)CN(C2=CC=C(C=C2)CN2CCN(CC2)C)CC2=CC(=CC=C2)OC